(5-Isopropyl-1H-pyrazol-3-yl)-[(1S,5R)-6-(5-methyl-4-phenyl-isoxazol-3-yl)-3-azabicyclo[3.1.0]hexan-3-yl]methanone C(C)(C)C1=CC(=NN1)C(=O)N1C[C@@H]2C([C@@H]2C1)C1=NOC(=C1C1=CC=CC=C1)C